C(CCC)OC(C1CCC2(CN(C2)C2=CC=C(C=C2)C2CCN(CC2)C=2C=CC(=C3C(=CNC23)C#N)F)CC1)OCCCC 7-(4-{4-[7-(Dibutoxymethyl)-2-azaspiro[3.5]nonan-2-yl]phenyl}piperidin-1-yl)-4-fluoro-1H-indole-3-carbonitrile